3-Chloro-5-((5-chloro-3-(2,2,2-trifluoroethoxy)pyridin-2-yl)oxy)-N-(4-methyl-1,1-dioxidotetrahydro-2H-thiopyran-4-yl)pyrazolo[1,5-a]pyridine-2-carboxamide ClC=1C(=NN2C1C=C(C=C2)OC2=NC=C(C=C2OCC(F)(F)F)Cl)C(=O)NC2(CCS(CC2)(=O)=O)C